2-(2-((3'-(aminomethyl)-5-(3-azabicyclo[3.2.1]octan-3-yl)-[1,1'-biphenyl]-3-yl)methoxy)phenyl)acetic acid NCC=1C=C(C=CC1)C1=CC(=CC(=C1)N1CC2CCC(C1)C2)COC2=C(C=CC=C2)CC(=O)O